C(CCC)N(C(C)=O)CCC(=O)OCC ethyl 3-(N-butyl acetamido)-propionate